ClC1=CC(=NC=2NC(N(CC21)C)=O)Cl 5,7-Dichloro-3-methyl-3,4-dihydropyrido[2,3-d]pyrimidin-2(1H)-one